C1=NC=C(C2=CC=CC=C12)N1C(N(C2=CC=C(C=C2C1=O)C(F)(F)F)CCN1CCOCC1)=O 3-(isoquinolin-4-yl)-1-(2-morpholinoethyl)-6-(trifluoromethyl)quinazoline-2,4(1H,3H)-dione